(+/-)-trans-methyl 3-((7-cyclopropyl-2-(5-fluoro-1-tosyl-1H-pyrrolo[2,3-b]pyridin-3-yl)-7H-pyrrolo[2,3-d]pyrimidin-4-yl)amino)bicyclo[2.2.2]octane-2-carboxylate C1(CC1)N1C=CC2=C1N=C(N=C2NC2C(C1CCC2CC1)C(=O)OC)C1=CN(C2=NC=C(C=C21)F)S(=O)(=O)C2=CC=C(C)C=C2